FC1=CC=C(C=C1)C=1N=C2N(CCN(C2)C)C1C=1C=CC=2N(C1)C(=CN2)C(=O)N 6-(2-(4-fluorophenyl)-7-methyl-5,6,7,8-tetrahydroimidazo[1,2-a]pyrazin-3-yl)imidazo[1,2-a]pyridine-3-carboxamide